6-methyl-3-isopropyl-7-oxabicyclo[4.1.0]heptan-3-ol CC12CCC(CC2O1)(O)C(C)C